tert-butyl 2-[(3-bromo-2-fluoro-phenyl)methyl]-3-oxo-piperidine-1-carboxylate BrC=1C(=C(C=CC1)CC1N(CCCC1=O)C(=O)OC(C)(C)C)F